[N+](=[N-])=CC(CC[C@@H](C(=O)OC(C)C)NC([C@@H](C=1N=CN(C1)C)O)=O)=O isopropyl (S)-6-diazo-2-((R)-2-hydroxy-2-(1-methyl-1H-imidazol-4-yl)acetamido)-5-oxohexanoate